ClC1=CC=C(C=C1)C(C)(C)SC([O-])=S 2-(4-chlorophenyl)-propan-2-yldithiocarbonate